ClC=1C=C(C=CC1F)[C@H](NC(=O)N1[C@@H](C(NCC1)=O)C)[C@@H]1C[C@H](C1)OC(F)F (2R)-N-((R)-(3-chloro-4-fluorophenyl)(trans-3-(difluoromethoxy)cyclobutyl)methyl)-2-methyl-3-oxopiperazine-1-carboxamide